C1(=CC(=CC=C1)C1=NC(=NC(=N1)C1=CC=CC=C1)C1=C(C=CC=C1)C1=CC=C2C=3C=CC(=CC3C3(C2=C1)CCCCC3)C=3C=NC=CC3)C3=CC=CC=C3 2-([1,1'-biphenyl]-3-yl)-4-phenyl-6-(2-(2'-(pyridin-3-yl)spiro[cyclohexane-1,9'-fluoren]-7'-yl)phenyl)-1,3,5-triazine